N-(4-bromo-2-((1-(cyanomethyl)cyclopropyl)methyl)-6-fluorophenyl)-2-chloroacetamide BrC1=CC(=C(C(=C1)F)NC(CCl)=O)CC1(CC1)CC#N